2-(trifluoromethoxy)ethylamine FC(OCCN)(F)F